N-octadecenyl-2-(3-methoxy-4-tetrahydropyranyloxyphenyl)-7-methoxy-3,5-ditetrahydropyranyloxyquinolin-4-one C(=CCCCCCCCCCCCCCCCC)N1C(=C(C(C2=C(C=C(C=C12)OC)OC1OCCCC1)=O)OC1OCCCC1)C1=CC(=C(C=C1)OC1OCCCC1)OC